dicyanoethoxide C(#N)C([O-])(C)C#N